HEXENYL ISOVALERATE CCCCC=COC(=O)CC(C)C